[N-]=C=O.[N-]=C=O.C(C1=CC=CC=C1)C1=C(C(=CC=C1)C)C benzylxylene diisocyanate